NC1=C([N+](=CC2=C(C=CC=C12)C=1C(=NC=NC1)C(F)(F)F)[O-])C(NCCC)=O 4-amino-3-(propylcarbamoyl)-8-(4-(trifluoromethyl)pyrimidin-5-yl)isoquinolin-2-oxide